CC1CN(CC1\C=C\C1=CC=C(C=C1)C(F)(F)F)C(=O)OC(C)(C)C tert-butyl (E)-3-methyl-4-(4-(trifluoromethyl)styryl)pyrrolidine-1-carboxylate